(1,2,4-triazole) manganese isophthalate C(C1=CC(C(=O)[O-])=CC=C1)(=O)[O-].[Mn+2].N1N=CN=C1